fluoro-3β,7β-dihydroxy-5β-cholanic acid methyl ester COC(C(C[C@@H](C)[C@H]1CC[C@H]2[C@@H]3[C@H](C[C@@H]4C[C@H](CC[C@]4(C)[C@H]3CC[C@]12C)O)O)F)=O